methyl 3,4-epoxycyclohexylmethyl-3,4-bicyclohexanecarboxylate C1(CC2C(CC1)O2)CC2(CC(CCC2)C2CCCCC2)C(=O)OC